CC=1SC(=C(N1)C)[C@@]1(NC(NC1=O)=O)CNC(=O)C=1C(=CC=CC1)C1=CC=C(C=C1)C(F)(F)F |r| rac-N-{[4-(2,4-dimethyl-1,3-thiazol-5-yl)-2,5-dioxoimidazolidin-4-yl]methyl}-4'-(trifluoromethyl)[biphenyl]-2-carboxamide